NC1=C(C=C(C=C1)C1=CC=C(C=C1)F)NC(=O)C1=CC2=NC(=CC=C2S1)S(=O)(=N)C N-[2-amino-5-(4-fluorophenyl)phenyl]-5-(methylsulfonimidoyl)thieno[3,2-b]pyridine-2-carboxamide